BrC1=C(COC(=O)[C@H]2C([C@@H]2C=C(Cl)Cl)(C)C)C(=C(C(=C1F)COC)F)F.IC1=C(C=C(C=C1)C)C(=C)C 1-iodo-4-methyl-2-(prop-1-en-2-yl)benzene 2-bromo-4-methoxymethyl-3,5,6-trifluorobenzyl-(1RS)-trans-3-(2,2-dichloro-1-ethenyl)-2,2-dimethylcyclopropanecarboxylate